2-(2,6-Dimethylpyridin-4-yl)-1,5,7,8-tetrahydro-6H-pyrrolo[3,2-b][1,7]naphthyridine-6-carboxylic acid tert-butyl ester C(C)(C)(C)OC(=O)N1CCC=2C=C3C(=NC2C1)C=C(N3)C3=CC(=NC(=C3)C)C